BrC(C(=O)OC)CC methyl 2-bromobutanoate